(E)-2-(2,6-dimethoxy-4-(2-(2-methylbiphenyl-3-yl)ethenyl)benzylamino)ethanol COC1=C(CNCCO)C(=CC(=C1)\C=C\C=1C(=C(C=CC1)C1=CC=CC=C1)C)OC